FC1=C(OC2=CC=C(C=C2)C2=NN(C3=C2C=NC=C3OC)[C@H]3CC(CCC3)C(=O)O)C=CC=C1OC (3R)-3-(3-(4-(2-fluoro-3-methoxyphenoxy)phenyl)-7-methoxy-1H-pyrazolo[4,3-c]pyridin-1-yl)cyclohexanecarboxylic acid